FC(CNC1=NC=2N(C3=CC=CC=C13)C=NN2)F N-(2,2-difluoroethyl)-[1,2,4]triazolo[4,3-a]quinazolin-5-amine